ClC1=C(C=CC(=C1)C#N)C=1C=CC(=C2C=CC=NC12)C[C@@H](C(=O)O)NC(C1=C(C=C(C=C1F)N1C[C@@H](OCC1)C)F)=O (S)-3-(8-(2-chloro-4-cyanophenyl)quinolin-5-yl)-2-(2,6-difluoro-4-((S)-2-methylmorpholino)benzamido)propionic acid